1-phenylethyl (S)-6-oxospiro[3.3]heptane-2-carboxylate O=C1CC2(CC(C2)C(=O)OC(C)C2=CC=CC=C2)C1